C(C)(C)[C@]1(O)[C@H](OC(C)=O)[C@@H](OC(C)=O)[C@H](OC(C)=O)[C@H](O1)CO Isopropyl-2,3,4-tri-O-acetyl-β-D-glucopyranose